(RS)-N-[2-(1,3-dimethylbutyl)-3-thienyl]-1-methyl-3-(trifluoromethyl)pyrazole-4-amide 2-((2-Bromo-4-fluorophenyl)amino)-5-(trifluoromethyl)benzoate BrC1=C(C=CC(=C1)F)NC1=C(C(=O)O)C=C(C=C1)C(F)(F)F.C[C@H](CC(C)C)C=1SC=CC1NC(=O)C=1C(=NN(C1)C)C(F)(F)F |r|